N-(4-(2-chloro-5-fluorophenyl)-7-(1-difluoromethyl-1H-pyrazol-4-yl)-2-oxo-2,3,4,7-tetrahydro-1H-pyrrolo[2,3-d]pyrimidin-5-yl)-3-fluoro-5-trifluoromethylbenzamide ClC1=C(C=C(C=C1)F)C1C2=C(NC(N1)=O)N(C=C2NC(C2=CC(=CC(=C2)C(F)(F)F)F)=O)C=2C=NN(C2)C(F)F